C(=O)OC1=C(C=CC(=C1)C(F)(F)F)C=1C=2N(C(=NN1)N[C@H]1CN(CCC1)C)C(=NC2)C 2-(6-methyl-4-{[(3R)-1-methylpiperidin-3-yl]amino}imidazo[1,5-d][1,2,4]triazin-1-yl)-5-(trifluoromethyl)phenol formate